(5-(3-chloro-5-cyanophenoxy)-6-oxo-4-(trifluoromethyl)pyrimidin-1(6H)-yl)methyl-2-(4-methoxybenzyl)-3-oxo-2,3-dihydropyridazine-4-carbonitrile ClC=1C=C(OC2=C(N=CN(C2=O)CC2=C(C(N(N=C2)CC2=CC=C(C=C2)OC)=O)C#N)C(F)(F)F)C=C(C1)C#N